S1C=NC=C1CC1=CC=C(C=C1)C1=NOC(C1)(O)C(F)(F)F 3-[4-(1,3-thiazol-5-ylmethyl)phenyl]-5-(trifluoromethyl)-4,5-dihydro-1,2-oxazol-5-ol